3-(1-methylpiperidin-4-yloxy)-2-nitroaniline CN1CCC(CC1)OC=1C(=C(N)C=CC1)[N+](=O)[O-]